n-propylphenyl-silane C(CC)[SiH2]C1=CC=CC=C1